2-amino-N-((1S,2S)-1-hydroxy-2,3-dihydro-1H-inden-2-yl)-3-methyl-N-((5-(trifluoromethyl)-2-pyridinyl)methyl)-6-quinolinecarboxamide NC1=NC2=CC=C(C=C2C=C1C)C(=O)N(CC1=NC=C(C=C1)C(F)(F)F)[C@@H]1[C@H](C2=CC=CC=C2C1)O